FC(S(=O)(=O)OC1=CC2(COC2)CCN1C(=O)OC(C)(C)C)(F)F tert-butyl 6-(((trifluoromethyl)sulfonyl)oxy)-2-oxa-7-azaspiro[3.5]non-5-ene-7-carboxylate